FC1OCC(C=2C=NC=C(C21)OC)=O fluoro-8-methoxy-1H,3H-pyrano[4,3-c]pyridin-4-one